2-[[4-[3-fluoro-5-methoxy-2-(2H-tetrazol-5-yl)phenyl]piperazin-1-yl]-methyl]-1,3-benzo-thiazole FC=1C(=C(C=C(C1)OC)N1CCN(CC1)CC=1SC2=C(N1)C=CC=C2)C=2N=NNN2